4-{3-[(S)-(1-tert-Butoxycarbonyl-3-methyl-azetidin-3-yl)-hydroxy-(4-isopropyl-phenyl)-methyl]-phenyl}-piperazine-1-carboxylic acid 2-methoxy-ethyl ester COCCOC(=O)N1CCN(CC1)C1=CC(=CC=C1)[C@](C1=CC=C(C=C1)C(C)C)(O)C1(CN(C1)C(=O)OC(C)(C)C)C